NCCCC[NH2+]CCCCN bis(4-aminobutyl)ammonium